7-chloro-5-phenyl-1H-pyrazolo[4,3-d]pyrimidine ClC=1C2=C(N=C(N1)C1=CC=CC=C1)C=NN2